FC1=C(C=C(C=C1)B1OC(C(O1)(C)C)(C)C)[C@]12N=C(SC[C@H]1CN(C2)C2=NC=C(C=N2)F)NC(C2=CC=CC=C2)=O N-((4aS,7aR)-7a-(2-fluoro-5-(4,4,5,5-tetramethyl-1,3,2-dioxaborolan-2-yl)phenyl)-6-(5-fluoropyrimidin-2-yl)-4,4a,5,6,7,7a-hexahydropyrrolo[3,4-d][1,3]thiazin-2-yl)benzamide